1-([1,1'-biphenyl]-4-yl)-1H-imidazole C1(=CC=C(C=C1)N1C=NC=C1)C1=CC=CC=C1